N-[4-(methylamino)benzoyl]-L-glutamic acid disodium salt [Na+].[Na+].CNC1=CC=C(C(=O)N[C@@H](CCC(=O)[O-])C(=O)[O-])C=C1